Cl.OCC1(CCNCC1)C#N 4-(hydroxymethyl)piperidine-4-carbonitrile hydrochloride